N(=[N+]=[N-])C=1N([C@H]2[C@H](O)[C@H](O)[C@@H](CO)O2)C=2N=CN=C(C2N1)N 8-azidoadenosine